N-methyl-3-(6-(((3aR,5s,6aS)-2-((tetrahydro-2H-pyran-4-yl)methyl)octahydrocyclopenta[c]pyrrol-5-yl)amino)pyridazin-3-yl)benzamide CNC(C1=CC(=CC=C1)C=1N=NC(=CC1)NC1C[C@@H]2[C@@H](CN(C2)CC2CCOCC2)C1)=O